C(C)OC1=CC(=NC2=CC=C(C=C12)[N+](=O)[O-])C1=CN=CS1 5-(4-ethoxy-6-nitroquinolin-2-yl)thiazole